C(C)(C)(C)OC(N(C)CCN1CCN(CC1)C1=CC=C(C=C1)OCCOC)=O.COC1=C(C(=O)NCCC2=CC=C(C=C2)S(=O)(=O)N)C=C(C=C1)Cl 4-[2-(2-methoxy-5-chlorobenzamido)ethyl]benzenesulfonamide tert-butyl-(2-{4-[4-(2-methoxyethoxy)phenyl]piperazin-1-yl}ethyl)methylcarbamate